6-methyl-4-((1-methylpiperidin-3-yl)amino)phthalazine CC=1C=C2C(=NN=CC2=CC1)NC1CN(CCC1)C